4-trifluoromethyl-5,7-dimethyl-3-phenyl-isocoumarin FC(C1=C(OC(=O)C2=CC(=CC(=C12)C)C)C1=CC=CC=C1)(F)F